3-(carboxymethyl)butane-1,1,4-tricarboxylic acid C(=O)(O)CC(CC(C(=O)O)C(=O)O)CC(=O)O